FC(C1=C(C=CC=C1)C=CC(=O)O)(F)F 3-(2-trifluoromethylphenyl)-2-propenoic acid